Bocserine C(=O)(OC(C)(C)C)N[C@@H](CO)C(=O)O